3-(naphthalen-1-yl)-N-(4-(naphthalen-2-yl)phenyl)aniline tert-butyl-3-(4,5-dichloro-2-methoxyphenyl)-8-azabicyclo[3.2.1]oct-2-ene-8-carboxylate C(C)(C)(C)OC(=O)N1C2C=C(CC1CC2)C2=C(C=C(C(=C2)Cl)Cl)OC.C2(=CC=CC1=CC=CC=C21)C=2C=C(NC1=CC=C(C=C1)C1=CC3=CC=CC=C3C=C1)C=CC2